COC1=CC=C(C=C1)C(C(=O)O)(C)NC([C@H](C)NC(CN1CCOCC1)=O)=O 4-methoxyphenyl-2-((S)-2-(2-morpholinoacetamido)propanamido)propanoic acid